(3aR,7aS)-3a-hydroxy-2-isopropyloctahydro-1H-pyrrolo[3,4-c]pyridin-1-one O[C@@]12CNCC[C@@H]1C(N(C2)C(C)C)=O